FC(C=1C(=C(C=CC1)[C@@H](C)NC=1C2=C(N=CN1)N(C(C(=C2)C=2CCSCC2)=O)C)F)F 4-[[(1R)-1-[3-(difluoromethyl)-2-fluoro-phenyl]ethyl]amino]-6-(3,6-dihydro-2H-thiopyran-4-yl)-8-methyl-pyrido[2,3-d]pyrimidin-7-one